NC1=NC=2C=CC=C(C2C2=C1N=C(N2)COCC)OCCC(C)O 4-((4-Amino-2-(ethoxymethyl)-1H-imidazo[4,5-c]quinolin-9-yl)oxy)2-butanol